1,1-dimethyl-1,2,4,5-tetrahydro-3H-benzo[d]azepin-3-carboxylic acid tert-butyl ester C(C)(C)(C)OC(=O)N1CC(C2=C(CC1)C=CC=C2)(C)C